tetramethyl-bis(4-hydroxyphenyl)methane CC1=C(C(=C(C(=C1CC1=CC=C(C=C1)O)C)C)O)C